BrC1=CC=CC(=N1)NC(CN(C(CN1N=C(C2=CC(=CC=C12)NC(=O)N1CCCCC1)C(=O)N)=O)C(C)C)=O 1-(2-((2-((6-bromopyridin-2-yl)amino)-2-oxoethyl)(isopropyl)amino)-2-oxoethyl)-5-(piperidine-1-carboxamido)-1H-indazole-3-carboxamide